(3S,4S)-3-fluoro-4-methylsulfonyloxy-piperidine-1-carboxylic acid tert-butyl ester C(C)(C)(C)OC(=O)N1C[C@@H]([C@H](CC1)OS(=O)(=O)C)F